1-(5-(6',8'-dihydrospiro[chromane-4,9'-pyrido[3',2':4,5]imidazo[2,1-c][1,4]oxazin]-2'-yl)pyrimidin-2-yl)-3-methylazetidin-3-ol N1=C(C=CC=2N=C3COCC4(N3C21)CCOC2=CC=CC=C24)C=2C=NC(=NC2)N2CC(C2)(O)C